C(#N)[C@@H](NC(=O)[C@@H]1[C@H]2C([C@H]2CN1C([C@H](C(C)(C)C)NC(C(F)(F)F)=O)=O)(C)C)C=1C=NC=CC1 (1R,2S,5S)-N-[(S)-cyano(3-pyridyl)methyl]-3-[(2S)-3,3-dimethyl-2-[(2,2,2-trifluoroacetyl)amino]butanoyl]-6,6-dimethyl-3-azabicyclo[3.1.0]hexane-2-carboxamide